CN1N=NC(=C1NC(O[C@H](C)C=1C(=NC=CC1)Cl)=O)C1=NC(=C(C=C1)NS(NC)(=O)=O)C (R)-1-(2-chloropyridin-3-yl)ethyl (1-methyl-4-(6-methyl-5-((N-methylsulfamoyl)amino)pyridin-2-yl)-1H-1,2,3-triazol-5-yl)carbamate